FC=1C=C(C(=NC1)NC1CCOCC1)N1CCN(CC1)[C@H]1CC2(CN(C2)C(=O)OCC)CC1 ethyl (6R)-6-[4-[5-fluoro-2-(tetrahydropyran-4-ylamino)-3-pyridyl]piperazin-1-yl]-2-azaspiro[3.4]octane-2-carboxylate